O1COC2=C1C=CC(=C2)C2=C(N(N=C2C(F)(F)F)C2=NN(C=C2)C)N 4-(1,3-benzodioxol-5-yl)-2-(1-methylpyrazol-3-yl)-5-(trifluoromethyl)pyrazol-3-amine